3-Chloro-5-(methoxymethyl)-6,7,8,9-tetrahydro-5H-pyrido[3',4':4,5]pyrrolo[2,3-c]pyridazine ClC1=CC2=C(N=N1)NC1=C2C(NCC1)COC